(2,2,3,3-2H4)-2H,3H-[1,4]dioxino[2,3-b]pyridine-7-sulfonyl Chloride O1C(C(OC2=NC=C(C=C21)S(=O)(=O)Cl)([2H])[2H])([2H])[2H]